ClC1=C2C=NNC2=CC=C1C1=NC=CC2=CN=C(C=C12)NC1=CC=C(C=C1)S(=O)(=O)C 4-chloro-5-(7-((4-(methylsulfonyl)phenyl)amino)-2,6-naphthyridin-1-yl)-1H-indazol